bromotrisilane Br[SiH2][SiH2][SiH3]